FC1=C(C=CC(=C1C1=CC=C2C(=NNC2=C1F)C=1NC=CN1)F)NS(=O)(=O)C1=C(C(=CC=C1)C)C N-(2,4-difluoro-3-(7-fluoro-3-(1H-imidazol-2-yl)-1H-indazol-6-yl)phenyl)-2,3-dimethylbenzenesulfonamide